[Si](C1=CC=CC=C1)(C1=CC=CC=C1)(C(C)(C)C)OCC1CCC(CC1)O (1s,4s)-4-(((tert-butyldiphenylsilyl)oxy)methyl)cyclohexan-1-ol